C(C1=CC=CC=C1)N(CC(COCCOCCOCC(=O)OC)F)CC1=CC=CC=C1 Methyl 2-[2-[2-[3-(dibenzylamino)-2-fluoro-propoxy]ethoxy]ethoxy]acetate